(1s,2s,3r)-2-amino-3-(3-bromo-5-chloro-7-((thiophen-2-ylmethyl)amino)thieno[3,2-b]pyridin-2-yl)cyclohexan-1-ol N[C@@H]1[C@H](CCC[C@H]1C1=C(C2=NC(=CC(=C2S1)NCC=1SC=CC1)Cl)Br)O